C(C)(C)(C)OC([C@H](NC([C@H](CCN(C(CO)=O)[C@H](C(C)(C)C)C=1N(C=C(C1)C1=C(C=CC(=C1)F)F)CC1=CC=CC=C1)N)=O)C(CC(=O)OC(C)(C)C)C([C@@H](N)C)=O)=O Di-tert-butyl-N-{(2S)-2-amino-4-[{(1R)-1-[1-benzyl-4-(2,5-difluorophenyl)-1H-pyrrol-2-yl]-2,2-dimethylpropyl} (glycoloyl)amino]butanoyl}-beta-alanyl-D-glutamat